[Sn](=S)=S tin (iv) sulfide